vinyl-4-ethylpyrrolidone C(=C)N1C(CC(C1)CC)=O